C(C)(C)(C)C1=CC=C(C=C1)\C=C(\C(C)(C)C)/F (Z)-1-(tert-butyl)-4-(2-fluoro-3,3-dimethylbut-1-en-1-yl)benzene